N[C@@H]1C2=NC=CC=C2CC12CCN(CC2)C=2N=CC(=NC2)SC2=C(C(=NC=C2)N2CC(C2)C(C)(C)O)Cl (S)-2-(1-(4-(5-(7-amino-5,7-dihydrospiro[cyclopenta[b]pyridine-6,4'-piperidine]-1'-yl)pyrazin-2-ylsulfanyl)-3-chloropyridin-2-yl)azetidin-3-yl)propan-2-ol